tert-butyl (1S)-1-amino-7-azaspiro[3.5]nonane-7-carboxylate N[C@H]1CCC12CCN(CC2)C(=O)OC(C)(C)C